3-(3-(1-(5-(2-Fluoro-5-((6-fluoro-4-(methylsulfonyl)-1H-indol-5-yl)oxy)phenyl)-1H-pyrazol-1-yl)ethyl)phenyl)propanoic acid FC1=C(C=C(C=C1)OC=1C(=C2C=CNC2=CC1F)S(=O)(=O)C)C1=CC=NN1C(C)C=1C=C(C=CC1)CCC(=O)O